FC=1C(=NC=CC1)C(C1=CC=C(C=C1)O)N1CCOCC1 4-((3-fluoropyridin-2-yl)(morpholino)methyl)phenol